C(C)(C)C1=CC=C(CO)C=C1 para-isopropylbenzyl alcohol